beta-sulfhydryl-ethylamine SCCN